2-(difluoromethoxy)-4-(1-methyl-5-phenyl-1H-pyrazol-3-yl)benzaldehyde FC(OC1=C(C=O)C=CC(=C1)C1=NN(C(=C1)C1=CC=CC=C1)C)F